4-[1-(4-amino-3-methyl-1H-pyrazolo[3,4-d]pyrimidin-1-yl)ethyl]-6-chloro-2-(1-cyclobutylazetidin-3-yl)-3-methoxybenzonitrile NC1=C2C(=NC=N1)N(N=C2C)C(C)C2=C(C(=C(C#N)C(=C2)Cl)C2CN(C2)C2CCC2)OC